CC(C)CCC[C@@H](C)[C@H]1CC[C@H]2[C@@H]3CC=C4C[C@H](CC[C@]4(C)[C@H]3CC[C@]12C)OCCCCO[C@H](CN(C)C)COCCCCCCCC\C=C/C\C=C/CCCCC (2R)-2-{4-[(3β)-cholest-5-en-3-yloxy]butoxy}-N,N-dimethyl-3-[(9Z,12Z)-octadeca-9,12-dien-1-yloxy]propan-1-amine